CC1=C(C(=O)Cl)C=CC(=C1)S(=O)(=O)C 2-methyl-4-(methylsulfonyl)benzoyl chloride